N1=C(C=CC=C1)C1=NN2C(N=C(C=C2N2CCOCC2)N2N=C(C=C2)C=2C=C(C=CC2)C)=C1 4-(2-(pyridin-2-yl)-5-(3-(m-tolyl)-1H-pyrazol-1-yl)pyrazolo[1,5-a]pyrimidin-7-yl)morpholine